6-(4-(methoxycarbonyl)phenyl)-4-(1-(deuteromethyl)-1H-pyrazol-4-yl)-3,6-dihydropyridine-1(2H)-carboxylic acid benzyl ester C(C1=CC=CC=C1)OC(=O)N1CCC(=CC1C1=CC=C(C=C1)C(=O)OC)C=1C=NN(C1)C[2H]